C(C)(C)(C)OC(=O)N1C(CN(C(C1)=O)C1=CC2=C(NC(O2)=O)C=C1)(C)C 2,2-dimethyl-5-oxo-4-(2-oxo-3H-1,3-benzoxazol-6-yl)piperazine-1-carboxylic acid tert-butyl ester